2,2'-Azobis{2-[1-(2-hydroxyethyl)-2-imidazolin-2-yl]propan} dihydrochlorid Cl.Cl.N(=NC(C)(C)C=1N(CCN1)CCO)C(C)(C)C=1N(CCN1)CCO